2-fluoro-6-(4-(((cis)-3-hydroxyl-3-methylcyclobutyl)amino)phthalazin-1-yl)-3-ethenylphenol FC1=C(C(=CC=C1C=C)C1=NN=C(C2=CC=CC=C12)NC1CC(C1)(C)O)O